7-nitrobenzofurazan [N+](=O)([O-])C1=CC=CC2=NON=C21